(1S,2S)-N-(6-(((R)-1-(6-isopropyl-8-(3-methyl-2,4-dioxoimidazolidin-1-yl)imidazo[1,2-a]pyridin-2-yl)ethyl)amino)pyrimidin-4-yl)-2-(4-methylpyrimidin-2-yl)cyclopropane-1-carboxamide C(C)(C)C=1C=C(C=2N(C1)C=C(N2)[C@@H](C)NC2=CC(=NC=N2)NC(=O)[C@@H]2[C@H](C2)C2=NC=CC(=N2)C)N2C(N(C(C2)=O)C)=O